Ethyl 2-(diphenylmethyleneamino)-7-fluoro-heptanoate C1(=CC=CC=C1)C(C1=CC=CC=C1)=NC(C(=O)OCC)CCCCCF